tert-butyl 4-chloro-7-((6-(2-(dimethylamino)ethyl)-5-(tetrahydro-2H-pyran-4-yl)pyridin-2-yl)amino)-1-oxo-1,3-dihydro-2H-pyrrolo[3,4-c]pyridine-2-carboxylate ClC1=NC=C(C2=C1CN(C2=O)C(=O)OC(C)(C)C)NC2=NC(=C(C=C2)C2CCOCC2)CCN(C)C